FC1=CC2=C(N=C(S2)NCC2CN(CC2)C#N)C=C1 3-(((6-Fluorobenzo[d]thiazol-2-yl)amino)methyl)pyrrolidine-1-carbonitrile